F[B-](F)(F)F.C(C)(C)(C)[PH+](C1=C(C=CC=C1)OC)C(C)(C)C di-(tert-butyl)(2-methoxyphenyl)phosphonium tetrafluoroborate